C(C=1C(O)=CC=CC1)(=O)OCC\C=C/CC cis-3-hexen-1-yl salicylate